4-(dimethylamino)quinoline-3-carboxamide CN(C1=C(C=NC2=CC=CC=C12)C(=O)N)C